O=C1NC(CCC1N1C(C2=C(C=C(C=C2C1)CO)F)=O)=O (2-(2,6-dioxopiperidin-3-yl)-7-fluoro-1-oxoisoindoline-5-yl)methanol